(1R,6S)-5-methyl-2,5-diazabicyclo[4.1.0]heptane CN1CCN[C@@H]2C[C@H]12